2-{(3S*,4R*)-3-[3-(4-fluoro-phenyl)ureido]-4-(4-methoxy-phenyl)-2-oxo-pyrrolidin-1-yl}-2-methylpropionic acid ethyl ester C(C)OC(C(C)(C)N1C([C@H]([C@@H](C1)C1=CC=C(C=C1)OC)NC(=O)NC1=CC=C(C=C1)F)=O)=O |o1:9,10|